heptyl-3,3-dimethyl-1,3-dihydro-2H-indol C(CCCCCC)N1CC(C2=CC=CC=C12)(C)C